tert-butyl 3-((((4-((S)-2-((S)-2-(3-(2,5-dioxo-2,5-dihydro-1H-pyrrol-1-yl)propanamido)-3-methylbutanamido)propanamido)benzyl)oxy)carbonyl)(methyl)amino)propanoate O=C1N(C(C=C1)=O)CCC(=O)N[C@H](C(=O)N[C@H](C(=O)NC1=CC=C(COC(=O)N(CCC(=O)OC(C)(C)C)C)C=C1)C)C(C)C